C(CCCC)[C@@]1([C@H](O)[C@H](O)[C@@H](CO)O1)N1C(=O)N=C(N)C=C1 pentylcytidine